1-Undecyl-3-Methylpyridinium chlorid [Cl-].C(CCCCCCCCCC)[N+]1=CC(=CC=C1)C